(4-methylthiophenyl)(methyl)(phenyl)sulfonium triflate [O-]S(=O)(=O)C(F)(F)F.CSC1=CC=C(C=C1)[S+](C1=CC=CC=C1)C